C1N(CC12CCNCC2)CC2=CC=1C(C3=CC=C(C=C3NC1C=C2)OC)(C)C 2-((2,7-diazaspiro[3.5]nonan-2-yl)methyl)-6-methoxy-9,9-dimethyl-9,10-dihydroacridine